cis-2,5-dimethylpyrrolidine-1-carboxanilide C[C@@H]1N([C@@H](CC1)C)C(=O)NC1=CC=CC=C1